4-((4-(2-(4-Chlorophenyl)imidazo[1,2-a]pyridin-3-yl)-1H-1,2,3-triazol-1-yl)methyl)benzonitril ClC1=CC=C(C=C1)C=1N=C2N(C=CC=C2)C1C=1N=NN(C1)CC1=CC=C(C#N)C=C1